F[C@@H]1C[C@@]2(CCCN2C1)CNC(=O)C=1C2=C(N3CCCC13)C=CC=C2 N-{[(2R,7aS)-2-fluoro-hexahydropyrrolizin-7a-yl]methyl}-1H,2H,3H-benzo[b]pyrrolizine-9-carboxamide